[N+](=O)([O-])C=1C=C2C(=CC(=NC2=CC1)C1=CN=CS1)O 6-nitro-2-(thiazol-5-yl)quinolin-4-ol